(+)-(S)-3-(3-Methoxyphenyl)-3,4-dihydro-2H-benzo[b][1,4]oxazin-2-one COC=1C=C(C=CC1)[C@@H]1NC2=C(OC1=O)C=CC=C2